methylenedodecanoic acid C=C(C(=O)O)CCCCCCCCCC